4-(1-(3,3-difluorocyclobutyl)-5-(2,6-dimethylphenoxy)-2-oxo-1,2-dihydropyridin-4-yl)-6-methyl-1,6-dihydro-7H-pyrrolo[2,3-c]pyridin-7-one FC1(CC(C1)N1C(C=C(C(=C1)OC1=C(C=CC=C1C)C)C=1C2=C(C(N(C1)C)=O)NC=C2)=O)F